1-methyldimethoxysilyl-2-bis(dimethylamino)methyl-silyl-ethylene C[Si](C(=CC(N(C)C)N(C)C)[SiH3])(OC)OC